5-Chloro-N-(5-cyano-6-(trifluoromethoxy)pyridin-3-yl)-2'-ethynyl-2,4'-difluoro-[1,1'-biphenyl]-4-carboxamide ClC=1C(=CC(=C(C1)C1=C(C=C(C=C1)F)C#C)F)C(=O)NC=1C=NC(=C(C1)C#N)OC(F)(F)F